C1(CC1)C1=NC=NC(=C1C1=NN2C(N(CC(C2)C)CC2=CC(=C(C=C2)C=2N(C=C(N2)C(F)(F)F)CC)F)=N1)OC 2-(4-cyclopropyl-6-methoxypyrimidin-5-yl)-4-(4-(1-ethyl-4-(trifluoromethyl)-1H-imidazol-2-yl)-3-fluorobenzyl)-6-methyl-6,7-dihydro-[1,2,4]triazolo[1,5-a]pyrimidin